BrC=1SC(=CC1CO)F (2-bromo-5-fluorothiophen-3-yl)methanol